C/C(=C\\CNC1=C2C(=NC=N1)N(C=N2)[C@H]3[C@@H]([C@@H]([C@H](O3)COP(=O)(O)O)O)O)/CO The molecule is a purine ribonucleoside 5'-monophosphate that is AMP substituted at position N-6 by a (2E)-4-hydroxy-3-methylbut-2-en-1-yl group. It has a role as a plant metabolite. It is an adenosine 5'-phosphate, a purine ribonucleoside 5'-monophosphate and a N-glycosylzeatin. It derives from an adenosine 5'-monophosphate. It is a conjugate acid of a 9-ribosyl-trans-zeatin 5'-phosphate(2-).